5-(2,4-difluoro-phenyl)-isothiazole-3-carboxylic acid ethyl ester C(C)OC(=O)C1=NSC(=C1)C1=C(C=C(C=C1)F)F